1-((methylamino)methyl)pyridine-2,4(1H,3H)-dione CNCN1C(CC(C=C1)=O)=O